5-bromo-7-methoxyimidazo[1,2-a]pyridine-3-carboxamide BrC1=CC(=CC=2N1C(=CN2)C(=O)N)OC